FC(COC(C1=NC(=CC=C1OCC(F)F)Br)=O)F.CC1=CC=C(C=C1)S(=O)(=O)OC methyl 4-methylbenzenesulfonate 2,2-difluoroethyl-6-bromo-3-(2,2-difluoroethoxy)picolinate